5-fluoro-2-(methanesulfonamido)benzoic acid FC=1C=CC(=C(C(=O)O)C1)NS(=O)(=O)C